(S)-5-Cyano-N-ethyl-N-(2,2,2-trifluoro-1-(2-fluorophenyl)ethyl)pyridine-3-sulfonamide C(#N)C=1C=C(C=NC1)S(=O)(=O)N([C@H](C(F)(F)F)C1=C(C=CC=C1)F)CC